NC=1NC(C=2N=CN(C2N1)[C@H]1O[C@@]([C@H](C1)O)(CO)C#C)=O 2-amino-9-((2S,4S,5R)-5-ethynyl-4-hydroxy-5-(hydroxymethyl)tetrahydrofuran-2-yl)-1,9-dihydro-6H-purin-6-one